N1=CC=CC2=CC(=CC=C12)NC(NC1=CC=C(C(=O)NN)C=C1)=O 4-(3-(quinolin-6-yl)ureido)benzoyl-hydrazine